N-(5-chloro-2,3-dihydro-1H-inden-2-yl)-5-(5-methyl-1,3,4-oxadiazol-2-yl)pyrimidin-2-amine ClC=1C=C2CC(CC2=CC1)NC1=NC=C(C=N1)C=1OC(=NN1)C